BrC=1N=C2C(=NC1)N(C=C2C=2C=CC=1N(C2)C=CN1)S(=O)(=O)CC1=CC=CC=C1 2-bromo-7-(imidazo[1,2-a]pyridin-6-yl)-5-toluenesulfonyl-5H-pyrrolo[2,3-b]pyrazine